ClC=1SC(=CC1CCC(=O)Cl)Cl 3-(2,5-Dichlorothiophen-3-yl)propanoyl chloride